2-Chloro-5-(1,1-difluoropropyl)-N-(4-methoxybenzyl)pyridin-4-amine ClC1=NC=C(C(=C1)NCC1=CC=C(C=C1)OC)C(CC)(F)F